CON(CCO)C 2-[methoxy(methyl)amino]ethanol